(6-(dimethylamino)pyridin-3-yl)boronic acid CN(C1=CC=C(C=N1)B(O)O)C